C1(CC1)N1C=C(C(C2=CC(=C(C=C12)N1C[C@H](CC1)CO)F)=O)CN([C@@H]1CN(CCC1)C=1C=NC=CC1)CC1=CC(=NC=C1)C 1-cyclopropyl-6-fluoro-7-[(3S)-3-(hydroxymethyl)pyrrolidin-1-yl]-3-({[(2-methyl-pyridin-4-yl)methyl][(3S)-1-(pyridin-3-yl)piperidin-3-yl]amino}methyl)-1,4-dihydroquinolin-4-one